ethyl 4-methyl-6,7-dihydro-5H-cyclopenta[b]pyridine-6-carboxylate CC1=C2C(=NC=C1)CC(C2)C(=O)OCC